4-(Dimethoxymethyl)piperidine COC(C1CCNCC1)OC